((1S,2S)-2-(4-fluorophenyl)cyclopropyl)-5',6-dimethyl-2H-[1,4'-bipyridin]-2-one FC1=CC=C(C=C1)[C@@H]1[C@H](C1)C=1C(N(C(=CC1)C)C1=CC=NC=C1C)=O